3-(3-(4-(quinoxalin-2-yl)-1H-pyrazol-1-yl)phenyl)propan-1-amine N1=C(C=NC2=CC=CC=C12)C=1C=NN(C1)C=1C=C(C=CC1)CCCN